CN(CCO)C1=CC=C(C=O)C=C1 4-(N-methyl-N-hydroxyethylamino)benzaldehyde